3,5-dimethyl-4-(piperidin-4-ylmethyl)morpholine TFA salt OC(=O)C(F)(F)F.CC1N(C(COC1)C)CC1CCNCC1